C(CN)N ethan-1,2-diamine